(R)-N-(4-((2-(1,1-difluoroethyl)-6-methylpyrimidin-4-yl)amino)-5-((5-oxotetrahydrofuran-2-yl)methoxy)pyridin-2-yl)acetamide FC(C)(F)C1=NC(=CC(=N1)NC1=CC(=NC=C1OC[C@@H]1OC(CC1)=O)NC(C)=O)C